(2S)-2-{[2-{[3-fluoro-4-(methylsulfonyl)phenyl]amino}-5-(1,3,4-oxadiazol-2-yl)pyrimidin-4-yl]amino}-2-phenylethanol FC=1C=C(C=CC1S(=O)(=O)C)NC1=NC=C(C(=N1)N[C@H](CO)C1=CC=CC=C1)C=1OC=NN1